Ethyl 5-chloro-3-(1-((1-(2-((4-chlorophenyl) sulfonamido) ethyl) piperidin-4-yl) methyl)-1H-1,2,3-triazol-4-yl)-1H-indole-2-carboxylate ClC=1C=C2C(=C(NC2=CC1)C(=O)OCC)C=1N=NN(C1)CC1CCN(CC1)CCNS(=O)(=O)C1=CC=C(C=C1)Cl